rac-tert-butyl (4-methoxybenzyl)(2-oxopropyl)carbamate COC1=CC=C(CN(C(OC(C)(C)C)=O)CC(C)=O)C=C1